1-bromo-2,3-bis(difluoromethyl)benzene BrC1=C(C(=CC=C1)C(F)F)C(F)F